COC(CCCCOCC(COCCCCCCCC\C=C/CCCCCCCC)N(C)C)=O (Z)-methyl-5-(2-(dimethylamino)-3-(octadec-9-en-1-yloxy)propoxy)pentanoate